3-(2-(dimethylamino)ethyl)-1H-indol-4-yl (9Z,12Z)-octadeca-9,12-dienoate C(CCCCCCC\C=C/C\C=C/CCCCC)(=O)OC1=C2C(=CNC2=CC=C1)CCN(C)C